dicyclohexyl-[2,6-bis(prop-2-yloxy)phenyl]phosphine C1(CCCCC1)P(C1=C(C=CC=C1OC(C)C)OC(C)C)C1CCCCC1